C(CC)NC(\C=C\C(=O)O)=O N-n-propyl-fumaric acid amide